glucosamine sulfate S(=O)(=O)(O)O.OC1[C@H](N)[C@@H](O)[C@H](O)[C@H](O1)CO